(1s,3s)-3-((5-(1-(2,2-difluoroethyl)-2-methyl-1H-imidazo[4,5-b]pyridin-6-yl)-7H-pyrrolo[2,3-d]pyrimidin-2-yl)amino)-1-methylcyclobutan-1-ol FC(CN1C(=NC2=NC=C(C=C21)C2=CNC=1N=C(N=CC12)NC1CC(C1)(O)C)C)F